C(C(C)C)N1CC(CCCC1)C1=CC=C(C=C1)NC(C1=CC(=C(C=C1)C)NC1=NC=CC(=N1)C=1C=NC=CC1)=O N-[4-(1-Isobutyl-azepan-3-yl)-phenyl]-4-methyl-3-(4-pyridin-3-yl-pyrimidin-2-ylamino)-benzamide